4-[8-(3,8-diazabicyclo[3.2.1]octan-3-yl)-4-fluoro-5-(1-methoxycyclopropyl)-6-methyl-2,7-naphthyridin-3-yl]-5-ethynyl-6-fluoro-naphthalen-2-ol C12CN(CC(CC1)N2)C=2N=C(C(=C1C(=C(N=CC21)C2=CC(=CC1=CC=C(C(=C21)C#C)F)O)F)C2(CC2)OC)C